4-[5-(4-benzyl-6-chloro-2-oxo-1H-quinolin-3-yl)-3-(2-chlorophenyl)-3,4-dihydropyrazol-2-yl]-4-oxo-butanoic acid C(C1=CC=CC=C1)C1=C(C(NC2=CC=C(C=C12)Cl)=O)C=1CC(N(N1)C(CCC(=O)O)=O)C1=C(C=CC=C1)Cl